N1(CCC1)S(=O)(=O)C1=CC=C(S1)S(=O)(=O)NC1=C(C(=CC=C1)Cl)N1CCC(CC1)(C)C 5-(azetidin-1-ylsulfonyl)-N-(3-chloro-2-(4,4-dimethylpiperidin-1-yl)phenyl)thiophene-2-sulfonamide